C12CNCC(CC1)N2C=2SC=1CN(CCC1N2)C(COC=2C=NC(=CC2)F)=O 1-(2-(3,8-diazabicyclo[3.2.1]octan-8-yl)-6,7-dihydrothiazolo[5,4-c]pyridin-5(4H)-yl)-2-((6-fluoropyridin-3-yl)oxy)ethan-1-one